propionyl-Coa C(CC)(=O)SCCNC(CCNC([C@@H](C(COP(OP(OC[C@@H]1[C@H]([C@H]([C@@H](O1)N1C=NC=2C(N)=NC=NC12)O)OP(=O)(O)O)(=O)O)(=O)O)(C)C)O)=O)=O